3,6-diazabicyclo[3.2.1]octane-1-carboxylic acid tert-butyl ester C(C)(C)(C)OC(=O)C12CNCC(NC1)C2